O[C@H](COC=1C=C(C=CC1)S(=O)(=O)NC)CNC1COC2(C1)CCN(CC2)S(=O)(=O)C2=CC=C(C)C=C2 3-((2S)-2-hydroxy-3-(8-tosyl-1-oxa-8-azaspiro[4.5]decan-3-ylamino)propoxy)-N-methylbenzenesulfonamide